S1C=NC2=C1C=CC(=C2)NC(=O)[C@@H]2C[C@@H](N(CC2)S(=O)(=O)C=2C=CC1=C(CCO1)C2)C |r| cis-(rac)-N-(benzo[d]thiazol-5-yl)-1-((2,3-dihydrobenzofuran-5-yl)sulfonyl)-2-methylpiperidine-4-carboxamide